C(C1=CC=CC=C1)OC1=CC2=C(C=C1)N(C1=NC=3CCCCC3C(=C12)N)CCCN(C)C 9-(benzyloxy)-6-(3-(dimethylamino)propyl)-2,3,4,6-tetrahydro-1H-indolo[2,3-b]quinolin-11-amine